(2S,3R,4S,6S)-4-(acetyloxy)-6-bromo-2-methyloxan-3-yl acetate C(C)(=O)O[C@@H]1[C@@H](O[C@H](C[C@@H]1OC(C)=O)Br)C